thiodiethylene-bis(3-(3,5-di-tert-butyl-4-hydroxyphenyl)propionate) S(CCC(C(=O)[O-])CC1=CC(=C(C(=C1)C(C)(C)C)O)C(C)(C)C)CCC(C(=O)[O-])CC1=CC(=C(C(=C1)C(C)(C)C)O)C(C)(C)C